(3R,4R)-4-(4-fluoro-N-methyl-anilino)-3-methoxy-piperidine-1-carboxylic acid tert-butyl ester C(C)(C)(C)OC(=O)N1C[C@H]([C@@H](CC1)N(C1=CC=C(C=C1)F)C)OC